(S)-6-bromo-2-(2,5-dimethyl-1-phenyl-1H-pyrrol-3-yl)-N-(1-(ethylsulfonyl)pyrrolidine-3-yl)-3H-imidazo[4,5-b]pyridine-7-amine BrC=1C(=C2C(=NC1)NC(=N2)C2=C(N(C(=C2)C)C2=CC=CC=C2)C)N[C@@H]2CN(CC2)S(=O)(=O)CC